N-(3-(dimethylamino)propyl)-6-[76Br]bromonicotinamide CN(CCCNC(C1=CN=C(C=C1)[76Br])=O)C